NCC=1C=CC(=NC1)C1=C(C=C(C#N)C=C1)OC=1N(N=C(C1)N(C)CCOC)C 4-[5-(aminomethyl)pyridin-2-yl]-3-[5-[2-methoxyethyl(methyl)amino]-2-methylpyrazol-3-yl]oxybenzonitrile